N-(6-(7,8-dimethyl-[1,2,4]triazolo[4,3-b]pyridazin-6-yl)-5,6,7,8-tetrahydro-1,6-naphthyridin-3-yl)-4-fluorobenzamide CC1=C(C=2N(N=C1N1CC=3C=C(C=NC3CC1)NC(C1=CC=C(C=C1)F)=O)C=NN2)C